Br.BrC1=C(C=C2C(N(C=NC2=C1)CC(C[C@@H]1NCCC[C@H]1O)=O)=O)Cl trans-7-bromo-6-chloro-3-[3-(3-hydroxy-2-piperidinyl)-2-oxopropyl]-4(3H)-quinazolinone hydrobromide